C(CCCC#C)(=O)NC1=CC2=C(CCC3=C(O2)C=C(C=C3)O[C@@H]3[C@H]([C@H]([C@@H]([C@H](O3)CCP(O)(O)=O)O)O)O)C=C1 (2-((2R,3S,4S,5S,6R)-6-((7-(hex-5-ynamido)-10,11-dihydrodibenzo[b,f]oxepin-3-yl)oxy)-3,4,5-trihydroxytetrahydro-2H-pyran-2-yl)ethyl)phosphonic acid